1-(2-hydroxy-3-methyl-phenyl)-1-(3-methyl-4-hydroxyphenyl)docosane OC1=C(C=CC=C1C)C(CCCCCCCCCCCCCCCCCCCCC)C1=CC(=C(C=C1)O)C